C(CC=C)P(=O)P(O)(=O)CC=C 3-butenyl-phosphinyl-(2-propenyl)phosphinic acid